(4-(difluoromethyl)-2-((R)-1-hydroxyethyl)oxazol-5-yl)((S)-4-(4-fluoropyrazolo[1,5-a]pyridin-2-yl)-6,7-dihydro-1H-imidazo[4,5-c]pyridin-5(4H)-yl)methanone FC(C=1N=C(OC1C(=O)N1[C@@H](C2=C(CC1)NC=N2)C2=NN1C(C(=CC=C1)F)=C2)[C@@H](C)O)F